4-(4-(1-((4-(4-(3-oxa-8-azabicyclo[3.2.1]octan-8-yl)-7H-pyrrolo[2,3-d]pyrimidin-6-yl)phenyl)amino)-2,2,2-trifluoroethyl)piperidin-1-yl)-N,N-dimethylbut-2-ynamide C12COCC(CC1)N2C=2C1=C(N=CN2)NC(=C1)C1=CC=C(C=C1)NC(C(F)(F)F)C1CCN(CC1)CC#CC(=O)N(C)C